N-methyl-1-(2-(4,4,5,5-tetramethyl-1,3,2-dioxaborolan-2-yl)phenyl)-methanamine CNCC1=C(C=CC=C1)B1OC(C(O1)(C)C)(C)C